OC(CN1N=CC=2C=NC(=CC21)C2=NNC=C2NC(=O)N2C1(CC1)COCC2)(C)C N-(3-(1-(2-Hydroxy-2-methylpropyl)-1H-pyrazolo[4,3-c]pyridin-6-yl)-1H-pyrazol-4-yl)-7-oxa-4-azaspiro[2.5]octane-4-carboxamide